COC1=C(C=CC(=C1)OC)CNC=1N=CC2=C(N1)N(C(C(=C2)N2CCN(C1=C(C=CC=C21)C)C(C=C)=O)=O)C2=CC=C(C=C2)N2CCN(CC2)C 2-[(2,4-dimethoxyphenyl)methylamino]-8-[4-(4-methylpiperazin-1-yl)phenyl]-6-(5-methyl-4-prop-2-enoyl-2,3-dihydroquinoxalin-1-yl)pyrido[2,3-d]pyrimidin-7-one